C(C)N(C(O)=O)C1=CC(=CC=C1)C(NC1=CC(=CC=C1)S(NC1=CC=C(C=C1)Cl)(=O)=O)=O.BrC1=CC=C(C=C1)S(=O)(=O)NC=1C=C(C(=O)N(C2=CC=CC=C2)C)C=CC1 3-((4-bromophenyl)sulfonamido)-N-methyl-N-phenylbenzamide ethyl-(3-((3-(N-(4-chlorophenyl)sulfamoyl)phenyl)carbamoyl)phenyl)carbamate